2,2-dichloro-2-fluoroethane ClC(C)(F)Cl